5-(propylsulfonamido)benzoate C(CC)S(=O)(=O)NC=1C=CC=C(C(=O)[O-])C1